ClC1=C(C=CC=C1OCCCN1CC(CC1)O)C=1C=C(NN2OC3=C(C2)C=CC=C3)C=CC1 N-(3-(2-chloro-3-(3-(3-hydroxypyrrolidin-1-yl)propoxy)phenyl)anilino)benzisoxazol